4-[(3R)-3-amino-3-(methoxymethyl)pyrrolidin-1-yl]-6-cyano-N-[(1S)-1-cyclopropylethyl]-5-(3,5-difluorophenyl)pyridine-3-carboxamide N[C@]1(CN(CC1)C1=C(C=NC(=C1C1=CC(=CC(=C1)F)F)C#N)C(=O)N[C@@H](C)C1CC1)COC